CC1(OB(OC1(C)C)C=1C=CC2=C(C3=C(O2)C=CC=2OC4=C(C23)C=CC=C4)C1)C 2-(4,4,5,5-tetramethyl-1,3,2-dioxaborolan-2-yl)benzo[1,2-b:4,3-b']Bisbenzofuran